COC(C1CCC(CC1)OC1CCN(CC1)C=1C(=C(N)C=CC1)[N+](=O)[O-])OC 3-[4-[4-(dimethoxymethyl)cyclohexoxy]-1-piperidyl]-2-nitroaniline